N1N=C(C=C1)CCNC(O[C@H]1[C@H](NC[C@@H]1O)CC1=CC=C(C=C1)OC)=O (2R,3S,4S)-4-hydroxy-2-[(4-methoxyphenyl)methyl]pyrrolidin-3-yl N-[2-(1H-pyrazol-3-yl)ethyl]carbamate